ethyl 6-aminopicolinate NC1=CC=CC(=N1)C(=O)OCC